6-Thiophen-2-yl-5,6-dihydro-benzo[4,5]imidazo[1,2-c]quinazoline S1C(=CC=C1)C1NC2=CC=CC=C2C=2N1C1=C(N2)C=CC=C1